C(#N)C[C@@H](C1=CC=C(C=C1)S(=O)(=O)CC)NC(C1=CC=C(C=C1)N1CCCC2=CC=CC=C12)=O (S)-N-(2-cyano-1-(4-(ethylsulfonyl)phenyl)ethyl)-4-(3,4-dihydroquinolin-1(2H)-yl)benzamide